N,N-diallyl-benzamide C(C=C)N(C(C1=CC=CC=C1)=O)CC=C